ClC1=C(C=CC=C1)[C@H]1N(CCCC1)C=1C=C(C(=NC1)C(=O)N[C@H](C)\C=C\S(=O)(=O)C)F 5-((S)-2-(2-Chlorophenyl)piperidin-1-yl)-3-fluoro-N-((R,E)-4-(methylsulfonyl)but-3-en-2-yl)picolinamide